ClC1=CC(=CC(=N1)C(=O)N)C1=CC=NN1C 6-chloro-4-(1-methyl-1H-pyrazol-5-yl)pyridineamide